OC[C@H](C)N1C=NC2=C(C1=O)C=C(N=C2C=2C(=NC=CC2)C)C=2C=NC(=CC2)C(F)(F)F (S)-3-(1-hydroxypropan-2-yl)-8-(2-methylpyridin-3-yl)-6-(6-(trifluoromethyl)pyridin-3-yl)pyrido[3,4-d]pyrimidin-4(3H)-one